1-(2-(7-oxa-4-azaspiro[2.5]octan-4-yl)ethyl)-N-(4,4-dimethylcyclohexyl)-4-hydroxy-2-oxo-1,2-dihydro-1,8-naphthyridine-3-carboxamide C1CC12N(CCOC2)CCN2C(C(=C(C1=CC=CN=C21)O)C(=O)NC2CCC(CC2)(C)C)=O